C(C)(C)(C)N(C(C(F)(F)F)=O)C1=CC=CC=C1 N-t-butyl-N-phenyl-trifluoroacetamide